C(C)(C)(C)C1=CC(=NO1)NC(=O)NC1=CC=C(C=C1)N1C=NC2=C1C(=CC(=C2)F)C 1-(5-tert-butyl-isoxazol-3-yl)-3-[4-(5-fluoro-7-methyl-benzimidazol-1-yl)-phenyl]-urea